C(C)OC(CNC(=O)C1=C(C(=C(C=N1)C=1C=NC(=CC1)C(F)(F)F)C)O)=O (5-hydroxy-4-methyl-6'-(trifluoromethyl)-[3,3'-bipyridine]-6-carbonyl)glycine ethyl ester